3-(1-methyl-1H-benzo[d]imidazol-5-yl)-1,5,6,7,8,9-hexahydro-2H-cyclohepta[4,5]thieno[2,3-d]pyrimidine-2,4(3H)-dione CN1C=NC2=C1C=CC(=C2)N2C(NC1=C(C2=O)C2=C(S1)CCCCC2)=O